The molecule is an alpha-D-galactoside that is 1D-chiro-inositol having an alpha-D-galactosyl residue attached at position 2 via a glycosidic linkage. It has a role as a plant metabolite. It is an alpha-D-galactoside and a monosaccharide derivative. It derives from a 1D-chiro-inositol. C([C@@H]1[C@@H]([C@@H]([C@H]([C@H](O1)OC2[C@H]([C@@H](C([C@H]([C@@H]2O)O)O)O)O)O)O)O)O